[Cl-].[Cr+3].[Cl-].[Cl-] chromium(iii) chloride